CC1=CC(=NC=N1)C dimethyl-(pyrimidine)